[Ti].[Li].FC1=CC=C(C=C1)N1N=C(C2=CC=CC=C2C1=O)C=1C=C(C=CC1)N(S(=O)(=O)NC)C (3-(3-(4-fluorophenyl)-4-oxo-3,4-dihydro-phthalazin-1-yl)phenyl)-N-methyl-methylaminosulphonamide Lithium-Titanium